N-(5-bromo-3-iodopyridin-2-yl)-6-ethoxypyridinecarboxamide BrC=1C=C(C(=NC1)NC(=O)C1=NC(=CC=C1)OCC)I